BrC1=CC=C(C=C1)C=1N=C(N(C1C1=CC=C(C=C1)Br)CCCCC(=O)O)C1=CC=C(C=C1)Cl 5-(4,5-bis(4-bromophenyl)-2-(4-chlorophenyl)-1H-imidazol-1-yl)pentanoic acid